N=1N2C(C=NC1)=NC(=C2)C2=C(C=CC=C2)O 2-(imidazo[2,1-f][1,2,4]triazin-6-yl)phenol